(R)-2-amino-3-phenyl-N-(2-methoxyphenyl)-propionamide N[C@@H](C(=O)NC1=C(C=CC=C1)OC)CC1=CC=CC=C1